C(C)(C)(C)OC(=O)N1CC(C1)(F)COC(=O)N1CCC(CC1)NC1=CC(=NC=2N1N=CC2C(C)C)C 4-((3-isopropyl-5-methylpyrazolo[1,5-a]pyrimidin-7-yl)amino)piperidine-1-carboxylic acid (1-(tert-butoxycarbonyl)-3-fluoroazetidin-3-yl)methyl ester